1-phenylbutan-1-ol C1(=CC=CC=C1)C(CCC)O